3-(3,4-difluorophenyl)-3-hydroxybutanoic acid FC=1C=C(C=CC1F)C(CC(=O)O)(C)O